oxazol-4-ylmethyl 4-(6-(morpholinomethyl)pyrazolo[1,5-a]pyridin-3-yl)piperidine-1-carboxylate hydrochloride Cl.O1CCN(CC1)CC=1C=CC=2N(C1)N=CC2C2CCN(CC2)C(=O)OCC=2N=COC2